7,9-dioxo-2,3,4,5,7,9-hexahydro-1,6-methanopyrido[1,2-b][1,2,5]triazonine-10-carboxamide O=C1C=2N(N3CCCCN1C3)C=C(C(C2)=O)C(=O)N